C(C)C=1N=C2N(C=C(C=N2)F)C1C(=O)C1=CC(=C(C=C1)O)I (2-ethyl-6-fluoroimidazo[1,2-a]pyrimidin-3-yl)(4-hydroxy-3-iodophenyl)methanone